trans-2-aminocycloheptane NC1CCCCCC1